(3Z)-7,7-dioctyloxy-1,3-heptadiene C(CCCCCCC)OC(CC\C=C/C=C)OCCCCCCCC